C(C)(C)(C)C1=C(C(C(=O)O)=CC(=C1)C(C)(C)C)O 3,5-di-t-butyl-salicylic acid